C(CCCCCCCCCCCCCCC)(=O)N[C@@](CC1=CC=C(C=C1)OC)(C(=O)O)C N-palmitoyl-α,O-dimethyl-L-tyrosine